O=C(CCCCCCCN(CCCCCCCC(=O)OC(CCCCCCCC)CCCCCCCC)CCCNS(=O)(=O)C1=NC=CC=N1)OC(CC)CCCCCCCC Heptadecan-9-yl 8-((8-oxo-8-(undecan-3-yloxy)octyl)(3-(pyrimidine-2-sulfonamido)propyl)amino)octanoate